(4-(3-hydroxypropyl)-3-oxo-3,4-dihydroquinoxalin-2-yloxy)methyl methyl carbonate C(OCOC1=NC2=CC=CC=C2N(C1=O)CCCO)(OC)=O